C[SiH](C1=CC2=CC=C(C=C2C=C1)[SiH](C)C)C 2,6-bis(dimethylsilyl)naphthalene